N-(2-bromo-4-fluoro-5-nitrophenyl)-4-(1-cyclopropyl-5-fluoro-1H-indol-3-yl)pyrimidin-2-amine BrC1=C(C=C(C(=C1)F)[N+](=O)[O-])NC1=NC=CC(=N1)C1=CN(C2=CC=C(C=C12)F)C1CC1